C1[C@]2([C@@H](CN1)COCC2)CNC(OC(C)(C)C)=O |r| (+/-)-tert-butyl N-{[(3aS,7aS)-octahydropyrano[3,4-c]pyrrol-7a-yl]methyl}carbamate